methyl-α-naphthylalanine CN[C@@](C)(C(=O)O)C1=CC=CC2=CC=CC=C12